OC[C@@H](CC(C)C)NC1=NC(=NC(=N1)CC(C)C=1C=NC(=CC1C)OC)NS(=O)(=O)C N-(4-(((R)-1-hydroxy-4-methylpentan-2-yl)amino)-6-(2-(6-methoxy-4-methylpyridin-3-yl)propyl)-1,3,5-triazin-2-yl)methanesulfonamide